(Z)-2-cyano-3-hydroxy-N-(4-(trifluoromethyl)phenyl)but-2-enamide C(#N)/C(/C(=O)NC1=CC=C(C=C1)C(F)(F)F)=C(\C)/O